3H-1,3-benzothiazol S1CNC2=C1C=CC=C2